ClC1=NC=C(C(=N1)NCC1=CC=C(C=C1)C=1N(C=C(N1)C(F)(F)F)CC)[N+](=O)[O-] 2-chloro-N-([4-[1-ethyl-4-(trifluoromethyl)imidazol-2-yl]phenyl]methyl)-5-nitropyrimidin-4-amine